FC1=CC(=C(C=C1C=1C=NC(=NC1)N1CCOCC1)NC(=O)C1=CNC(C=C1C(F)(F)F)=O)N1C[C@H]([C@@H](C1)OC)N(C)C |r| N-[4-fluoro-5-(2-morpholin-4-ylpyrimidin-5-yl)-2-[rac-(3R,4R)-3-(dimethylamino)-4-methoxypyrrolidin-1-yl]phenyl]-6-oxo-4-(trifluoromethyl)-1H-pyridine-3-carboxamide